C1(CCC1)OC=1C=C(C(=O)O)C=CC1C1=CN(C2=NC=C(C=C21)C=2C(=NOC2C)C)C=2C=NN(C2C)C(F)F 3-cyclobutoxy-4-(1-(1-(difluoromethyl)-5-methyl-1H-pyrazol-4-yl)-5-(3,5-dimethylisoxazol-4-yl)-1H-pyrrolo[2,3-b]pyridin-3-yl)benzoic acid